BrC=1C(=CC=C2C(=CNC12)C1=NC(=NC=C1C(F)(F)F)N[C@H]1C2(CN(C2)C(=O)OC(C)(C)C)CC1)C#N tert-Butyl (R)-5-((4-(7-Bromo-6-cyano-1H-indol-3-yl)-5-(trifluoromethyl)pyrimidin-2-yl) Amino)-2-azaspiro[3.3]heptane-2-carboxylate